CN(CCCCNC(=O)C=1N=NC(=CC1)[18F])C N-(4-(dimethylamino)butyl)-6-[18F]fluoropyridazine-3-carboxamide